ClC1=C(C=NC=C1)N1CC(CC1)N(C(OC(C)(C)C)=O)C tert-Butyl (1-(4-chloropyridin-3-yl)pyrrolidin-3-yl)(methyl)carbamate